O(C1=CC=CC=C1)C1=CC=C(C=C1)N (4-phenoxyphenyl)amine